tert-butyl 6-(3,5-difluorophenyl)-3-methyl-3,4-dihydropyridine-1(2H)-carboxylate FC=1C=C(C=C(C1)F)C1=CCC(CN1C(=O)OC(C)(C)C)C